Ethyl-(E)-(4-aza-3-indanylidene)acetate C(C)OC(/C=C/1\CCC2=CC=CN=C12)=O